(4AS,8aS)-1-(6-methylpyridazin-3-yl)-4-(1,4,5,6-tetrahydrocyclopenta[c]pyrazole-3-carbonyl)octahydroquinoxalin-2(1H)-one CC1=CC=C(N=N1)N1C(CN([C@H]2CCCC[C@H]12)C(=O)C=1C2=C(NN1)CCC2)=O